C(C1=CC=CC=C1)OCC1(C2=CC=CC=C2C=2C=CC=CC12)COCC1=CC=CC=C1 9,9-bis(benzyloxymethyl)fluorene